ClC1=C2N=CN(C2=NC=N1)COCC[Si](C)(C)C 6-chloro-9-((2-(trimethylsilyl)ethoxy)methyl)-9H-purine